4-methoxy-pyridazin COC1=CN=NC=C1